2-(4-methylphenoxy)ethanamine CC1=CC=C(OCCN)C=C1